O=C1NC(CCC1N1C(N(C2=C1C=CC(=C2)CCCN(CCCCCCCCNC(OC(C)(C)C)=O)C)C)=O)=O tert-butyl N-[8-[3-[1-(2,6-dioxo-3-piperidyl)-3-methyl-2-oxo-benzimidazol-5-yl]propyl-methyl-amino]octyl]carbamate